C(C)(C)(C)OC(=O)N1[C@H](CN(CC1)C1=NC(=CC=C1)OCC1=C(C=C(C=C1)C(C)=O)F)C (S)-4-(6-((4-acetyl-2-fluorobenzyl)oxy)pyridin-2-yl)-2-methylpiperazine-1-carboxylic acid tert-butyl ester